(3-(3-(2-aminopropan-2-yl)phenyl)-6-(2,3-dichlorophenyl)-5-methylpyrazin-2-yl)methanol NC(C)(C)C=1C=C(C=CC1)C=1C(=NC(=C(N1)C)C1=C(C(=CC=C1)Cl)Cl)CO